5-tertiary butyl-1,3,4-thiadiazole C(C)(C)(C)C1=NN=CS1